1-methylazepan-2-one CN1C(CCCCC1)=O